1-(2,2-difluoroethyl)-3-(5-((2,3-dihydrobenzo[b][1,4]dioxin-5-yl)amino)-7-(methylamino)pyrazolo[1,5-a]pyrimidin-3-yl)urea FC(CNC(=O)NC=1C=NN2C1N=C(C=C2NC)NC2=CC=CC=1OCCOC12)F